COC([C@@H]1[C@H]([C@@H]([C@H]([C@@H](O)O1)O)O)O)=O |&1:3,4,5,6| alpha-dl-glucuronic acid methyl ester